C(C)(=O)OC[C@H]1O[C@H]([C@@H](C1)OC(C)=O)N1C2=NC(=NC=C2N(C1=O)CC(F)F)N ((2S,4R,5R)-4-Acetoxy-5-(2-amino-7-(2,2-difluoroethyl)-8-oxo-7,8-dihydro-9H-purin-9-yl) tetrahydrofuran-2-yl)methyl acetate